1-(2-Hydroxy-3-methyl-4-((5-(trimethylstannyl)pyrazin-2-yl)methoxy)phenyl)-3,3-dimethylbutan-1-one OC1=C(C=CC(=C1C)OCC1=NC=C(N=C1)[Sn](C)(C)C)C(CC(C)(C)C)=O